(7-fluoro-3-(methoxymethoxy)-8-((triisopropylsilyl)ethynyl)naphthalen-1-yl)boronic acid FC1=CC=C2C=C(C=C(C2=C1C#C[Si](C(C)C)(C(C)C)C(C)C)B(O)O)OCOC